C1(CC1)[C@@H]1CNC[C@@H](O1)C=1C=NN(C1)C (2R,6S)-2-cyclopropyl-6-(1-methylpyrazol-4-yl)morpholine